ClC=1N=C(SC1)C=1N=NN(C1)[C@@H]1[C@H]([C@@H](SC=2C(=NC=C(C2)Cl)C(NC)=O)O[C@@H]([C@@H]1O)CO)OCC 5-chloro-2-(N-methylcarbamoyl)-3-pyridinyl 3-[4-(4-chlorothiazol-2-yl)-1H-1,2,3-triazol-1-yl]-3-deoxy-2-O-ethyl-1-thio-α-D-galactopyranoside